1-(4,6-dichloro-3-methyl-2-tetrahydropyran-4-yl-8-quinolyl)ethanone ClC1=C(C(=NC2=C(C=C(C=C12)Cl)C(C)=O)C1CCOCC1)C